ClC=1C=NC(=NC1)N1CCC2(C(CC2)CCCOC2=CC(=C(C=C2)CC(=O)N2CC(C2)CNC[C@@H]([C@H]([C@@H]([C@@H](CO)O)O)O)O)F)CC1 2-[4-[3-[7-(5-chloropyrimidin-2-yl)-7-azaspiro[3.5]nonan-3-yl]propoxy]-2-fluoro-phenyl]-1-[3-[[[(2S,3R,4R,5R)-2,3,4,5,6-pentahydroxyhexyl]amino]methyl]azetidin-1-yl]ethanone